OC(=O)C(F)(F)F.C(C)(C)OC(=O)C1=CC2=C(N(C=N2)C)C(=C1)OC 7-methoxy-1-methyl-1H-benzo[d]Imidazole-5-carboxylic acid isopropyl ester TFA salt